C(CSP(=O)(O)O)N.[Na] Cysteamine S-Phosphate sodium salt